C(C)(C)(C)OC(=O)N1CC=2C(NC=3N=CC=CC3C2CC1)=O 5-oxo-1,4,5,6-tetrahydropyrido[3,4-C][1,8]naphthyridine-3(2H)-carboxylic acid tert-butyl ester